OCC(C1=CC=CC=C1)NC1=NC(=NC=C1C1=NC(=NO1)C12CCN(CC1)CC2)NC2=CC1=C(B(OC1(C)C)O)C=C2 5-((4-((2-hydroxy-1-phenylethyl)amino)-5-(3-(quinuclidin-4-yl)-1,2,4-oxadiazol-5-yl)pyrimidin-2-yl)amino)-3,3-dimethylbenzo[c][1,2]oxaborol-1(3H)-ol